tert-butyl (3R,4S)-3-((7-cyano-5-(isopropylamino)-2,6-naphthyridin-3-yl) amino)-4-fluoropiperidine-1-carboxylate C(#N)C1=NC(=C2C=C(N=CC2=C1)N[C@@H]1CN(CC[C@@H]1F)C(=O)OC(C)(C)C)NC(C)C